COC(CC(C1=CC=CC=C1)NC1(CN(CC1)C(=O)OC(C)(C)C)C)=O tert-butyl 3-((3-methoxy-3-oxo-1-phenylpropyl) amino)-3-methylpyrrolidine-1-carboxylate